ClC1=NC=CC2=C1OC=1N=C(N=C(C12)N1CCOC[C@](C1)(O)C)S(=O)C (6S)-4-(8-chloro-2-(methylsulfinyl)pyrido[4',3':4,5]furo[2,3-d]pyrimidin-4-yl)-6-methyl-1,4-oxazepan-6-ol